ethoxyethoxyethyl-vinylether C(C)OCCOCCOC=C